(R)-(3-aminopiperidin-1-yl)(3-methyl-2-(1-(pyridazin-3-ylmethyl)-1H-indol-2-yl)imidazo[1,2-a]pyridin-7-yl)methanone N[C@H]1CN(CCC1)C(=O)C1=CC=2N(C=C1)C(=C(N2)C=2N(C1=CC=CC=C1C2)CC=2N=NC=CC2)C